2-((5-(3-Cyclobutylureido)-2-methoxy-4-morpholinophenyl)amino)-4-(1-methyl-1H-indol-3-yl)pyrimidine-5-carboxylic acid isopropyl ester C(C)(C)OC(=O)C=1C(=NC(=NC1)NC1=C(C=C(C(=C1)NC(=O)NC1CCC1)N1CCOCC1)OC)C1=CN(C2=CC=CC=C12)C